C(C(=O)O)(=O)O.C1OCC12CNC2.C2OCC21CNC1 bis(2-oxa-6-azaspiro[3.3]heptane) oxalic acid salt